N,N-diisopropyl-2-benzothiazolesulfenamide C(C)(C)N(SC=1SC2=C(N1)C=CC=C2)C(C)C